C(C)OC(C(C)(C)OC1=C(C=C(C=C1C)CN1CCN(CC1)CC=1C=NC(=NC1)C(F)(F)F)C)=O 2-(2,6-dimethyl-4-(4-((2-(trifluoromethyl)pyrimidin-5-yl)methyl)piperazin-1-yl)methylphenoxy)-2-methylpropanoic acid ethyl ester